CS(=O)(=O)C1=CC(=C(C=C1)NCC#CC=1N(C=2C=CC=C(C2C1)NC1CCN(CC1)C)CC(F)(F)F)C(F)(F)F 2-(3-{[4-methane-sulfonyl-2-(trifluoromethyl)phenyl]amino}prop-1-yn-1-yl)-N-(1-methylpiperidin-4-yl)-1-(2,2,2-trifluoroethyl)-1H-indol-4-amine